trideuteriomethanol [2H]C(O)([2H])[2H]